p-bromo-benzoic acid BrC1=CC=C(C(=O)O)C=C1